2-(2-(5-amino-1,3,4-oxadiazol-2-yl)piperidin-4-yl)-3,4-dichlorophenol NC1=NN=C(O1)C1NCCC(C1)C1=C(C=CC(=C1Cl)Cl)O